ClC1=CC=C2C(=N1)N(CC21CCOCC1)CCN(C)C 6'-chloro-1'-[2-(dimethylamino)ethyl]-1',2,2',3,5,6-hexahydrospiro[pyran-4,3'-pyrrolo[2,3-b]pyridine]